(10-((4'-((2,5,8,11-tetraoxatridecan-13-yl)oxy)-3',5-diallyl-[1,1'-biphenyl]-2-yl)oxy)decyl)triphenylphosphonium bromide [Br-].COCCOCCOCCOCCOC1=C(C=C(C=C1)C1=C(C=CC(=C1)CC=C)OCCCCCCCCCC[P+](C1=CC=CC=C1)(C1=CC=CC=C1)C1=CC=CC=C1)CC=C